CC(C(C(=O)O)NC(C(F)(F)F)=O)C=C 3-methyl-2-(2,2,2-trifluoroacetylamino)pent-4-enoic acid